N[C@H](C(=O)O)CC1=CC=C(C=C1)C1=NOC(=N1)C=1C=C(C=CC1)C1=CC=C(C=C1)OC (S)-2-amino-3-(4-(5-(4'-methoxybiphenyl-3-yl)-1,2,4-oxadiazol-3-yl)phenyl)propanoic acid